1-ureido-m-diazinon N(C(=O)N)N1C(N=CC=C1)=O